C(#N)C1=CC=2N(N=C1)C(=CC2)C2=CC(=C(C=N2)C2=NN=C(S2)N2CC(C(C2)(F)F)NC(C)=O)NC(C)C N-(1-(5-(6-(3-cyanopyrrolo[1,2-b]pyridazin-7-yl)-4-(isopropylamino)pyridin-3-yl)-1,3,4-thiadiazol-2-yl)-4,4-difluoropyrrolidin-3-yl)acetamide